3,6-dichloro-N-cyclohexyl-1-((2-(trimethylsilyl)ethoxy)methyl)-1H-pyrrolo[2,3-b]pyridin-4-amine ClC1=CN(C=2N=C(C=C(C21)NC2CCCCC2)Cl)COCC[Si](C)(C)C